ethyl 3-methyl-4-oxopentenoate CC(=CC(=O)OCC)C(C)=O